(R)-6-chloro-3-((1-(2-(6-fluoropyridin-3-yl)-3,6-dimethyl-4-oxo-3,4-dihydro-quinazolin-8-yl)ethyl)amino)picolinic acid ClC1=CC=C(C(=N1)C(=O)O)N[C@H](C)C=1C=C(C=C2C(N(C(=NC12)C=1C=NC(=CC1)F)C)=O)C